C12(CCCC2C1)C(=O)O bicyclo[3.1.0]hexane-1-carboxylic acid